[Si](C)(C)(C(C)(C)C)O[C@@H](C)C=1C=C(C=C2C(C(=C(OC12)S(=O)CC)C)=O)C 8-[(1S)-1-[tert-Butyl(dimethyl)silyl]oxyethyl]-2-ethylsulfinyl-3,6-dimethyl-chromen-4-one